diglycolic chloride C(COCC(=O)Cl)(=O)Cl